CC(CC=1SC=CC1)C(CC(CCC)C)CCCC 2,5-dimethyl-3-butyl-octyl-thiophene